CN(CC(C)(N)C)CCO N1,2-dimethyl-N1-hydroxyethyl-1,2-propanediamine